C1C[C@H](N[C@@H]1CC(=O)O)C(=O)O (2S,5S)-trans-Carboxymethylproline